ClC1=C(C=CC=C1F)[C@@H]1[C@@H](CN(C1)C(=O)OC(C)(C)C)C(=O)OCC |r| rac-1-(tert-butyl) 3-ethyl (3S,4S)-4-(2-chloro-3-fluorophenyl)pyrrolidine-1,3-dicarboxylate